2-(4-((2s,5r)-2,5-dimethylpiperazin-1-yl)-3-(trifluoromethyl)-1H-pyrrolo[3,2-c]pyridin-1-yl)isonicotinic acid C[C@@H]1N(C[C@H](NC1)C)C1=NC=CC2=C1C(=CN2C=2C=C(C(=O)O)C=CN2)C(F)(F)F